COC=1C=C(CN(C2=CC(=CC=C2)COCCN2CCOCC2)CC2=CC=C(C=C2)N2CCN(CC2)C)C=CC1 N-(3-methoxybenzyl)-N-(4-(4-methylpiperazin-1-yl)benzyl)-3-((2-morpholinoethoxy)methyl)aniline